CC=1N=C(NC(C1C)=O)N1N=C(C=C1C1=C(C=CC=C1)S(=O)(=O)N)C (1-(4,5-dimethyl-6-oxo-1,6-dihydropyrimidin-2-yl)-3-methyl-1H-pyrazol-5-yl)-1-benzenesulfonamide